C(C)(C)(C)[S@](=O)N[C@@H]1[C@@H](C2CCC1CC2)C(=O)[O-] (2R,3S)-3-((S)-tert-butylsulfinylamino)-bicyclo[2.2.2]octane-2-formate